L-pantothenate C(CCNC([C@H](O)C(C)(C)CO)=O)(=O)[O-]